tri[(2-pyridyl)methyl]amine N1=C(C=CC=C1)CN(CC1=NC=CC=C1)CC1=NC=CC=C1